CN1N=C(C=C1C(=O)N[C@@H](C)C1=NC(=NS1)C1=CC(=NC=C1)C1CC1)C(F)(F)F 2-methyl-N-[(1S)-1-[3-(2-cyclopropyl-4-pyridyl)-1,2,4-thiadiazol-5-yl]ethyl]-5-(trifluoromethyl)pyrazole-3-carboxamide